N-(2-(3-chloro-1-methyl-1H-pyrazol-4-yl)pyrimidin-4-yl)-6-fluoro-5-isopropyl-8-((2R,3S)-2-methyl-3-((methylsulfonyl)methyl)azetidin-1-yl)isoquinolin-3-amine ClC1=NN(C=C1C1=NC=CC(=N1)NC=1N=CC2=C(C=C(C(=C2C1)C(C)C)F)N1[C@@H]([C@H](C1)CS(=O)(=O)C)C)C